N(C1=CC=CC=C1)C(C(=O)C1=CC=CC=C1)C1=CC=CC=C1 2-anilino-1,2-diphenyl-ethanone